OC1(C(=O)N)CC=CC=C1 1-hydroxy-benzamide